2-(6-Chloro-benzothiazol-2-ylamino)-1-methyl-1H-benzoimidazole-5-carboxylic acid (3-morpholin-4-yl-3-oxo-propyl)-amide N1(CCOCC1)C(CCNC(=O)C1=CC2=C(N(C(=N2)NC=2SC3=C(N2)C=CC(=C3)Cl)C)C=C1)=O